(+-)-3EXO-METHOXY-7,7-DIMETHYL-10-METHYLENE-BICYCLO[4.3.1]DECANE COC1CC2CCC(C(CC1)C2=C)(C)C